C(#N)C1=C(C=CC=C1/C=C/C1=CC(=C(CN2[C@@H](CNCC2)C(=O)O)C=C1C)OCCCCC#N)C1=CC=CC=C1 (S,E)-1-(4-(2-(2-cyano-[1,1'-biphenyl]-3-yl)vinyl)-2-(4-cyanobutoxy)-5-Methylbenzyl)piperazine-2-carboxylic acid